4-((2-hydroxyethyl)sulfonamido)-N-(1-(isopropylsulfonyl)indolin-6-yl)-2-(6-azaspiro[2.5]octan-6-yl)benzamide OCCS(=O)(=O)NC1=CC(=C(C(=O)NC2=CC=C3CCN(C3=C2)S(=O)(=O)C(C)C)C=C1)N1CCC2(CC2)CC1